F[B-](F)(F)F.CCCC butane tetrafluoroborate